N1-[3-cyano-4-(4-methoxyphenyl)-5-methylthiophen-2-yl]-4-(hydroxymethyl)-N2-methylbenzene-1,2-dicarboxamide C(#N)C1=C(SC(=C1C1=CC=C(C=C1)OC)C)NC(=O)C=1C(=CC(=CC1)CO)C(=O)NC